5-(5-Chloro-2-{[(3R)-3-methyl-3,4-dihydroisoquinolin-2(1H)-yl]carbonyl}phenyl)-1-[2-(dimethylamino)ethyl]-N-(4-hydroxyphenyl)-2-methyl-N-phenyl-1H-pyrrole-3-carboxamide ClC=1C=CC(=C(C1)C1=CC(=C(N1CCN(C)C)C)C(=O)N(C1=CC=CC=C1)C1=CC=C(C=C1)O)C(=O)N1CC2=CC=CC=C2C[C@H]1C